N-(1-(4-methoxyphenyl)cyclopentyl)-3-(4H-1,2,4-triazol-4-yl)benzamide COC1=CC=C(C=C1)C1(CCCC1)NC(C1=CC(=CC=C1)N1C=NN=C1)=O